4-((2R,5S)-1-acetyl-4-acryloyl-5-(cyanomethyl)piperazin-2-yl)-6-chloro-6'-fluoro-N-methyl-[2,4'-bipyridine]-2'-carboxamide C(C)(=O)N1[C@@H](CN([C@H](C1)CC#N)C(C=C)=O)C1=CC(=NC(=C1)Cl)C1=CC(=NC(=C1)F)C(=O)NC